ClC1=CC(=C(C=C1)[C@H](NC(=O)[C@@H]1CNC(O1)=O)C1=CC=C(C=C1)Cl)OC(F)(F)F (S)-N-((R)-(4-chloro-2-(trifluoromethoxy)phenyl)(4-chlorophenyl)methyl)-2-oxooxazolidine-5-carboxamide